methyl-1,2,2,6,6-pentamethyl-4-piperidylsebacate CC(C(=O)[O-])(CCCCCCCC(=O)[O-])C1CC(N(C(C1)(C)C)C)(C)C